FC(C(=O)F)(C(C(F)(F)F)(F)F)F 2,2,3,3,4,4,4-heptafluorobutanoyl fluoride